BrC=1OCOCC1 6-bromo-3,5-dioxin